6-(trifluoromethyl)pyridine-3-carbonyl chloride FC(C1=CC=C(C=N1)C(=O)Cl)(F)F